N1=CC(=CC=C1)S(=O)(=O)CC1CC2(CC(C2)NC(=O)N)C1 6-((pyridin-3-ylsulfonyl)methyl)spiro[3.3]hept-2-ylurea